OCCN1N=C(C=2CCC=3C=NC(=NC3C21)NC2=C(C=CC(=C2)N2CCN(CC2)C)OC(F)(F)F)C(=O)N 4,5-dihydro-1-(2-hydroxyethyl)-8-[[5-(4-methyl-1-piperazinyl)-2-(trifluoromethoxy)phenyl]amino]-1H-pyrazolo[4,3-H]quinazoline-3-carboxamide